[2-(methylthio)-4,5-dihydro-3H-1-benzazepin-4-yl]Carbamic acid tert-butyl ester C(C)(C)(C)OC(NC1CC(=NC2=C(C1)C=CC=C2)SC)=O